dimethoxybutylene oxide COC1(CCCO1)OC